C(#N)C=1C(=NC=C(C1)NC(=O)C=1C=NN(C1C(F)(F)F)C1=C2C=CC=NC2=CC=C1)C1=NN(C=C1)C 3-(3-Cyano-5-(1-(chinolin-5-yl)-5-(trifluoromethyl)-1H-pyrazol-4-carboxamido)pyridin-2-yl)-1-methyl-1H-pyrazol